FC=1C=C(C=C(C1C)N[C@@H](C)C1CCNCC1)C1=NNC(O1)=O 5-(3-Fluoro-4-methyl-5-{[(1S)-1-(piperidin-4-yl)ethyl]amino}phenyl)-1,3,4-oxadiazol-2(3H)-one